N-((1s,3s)-3-(6-((4-(4-(1-(2-(2,6-dioxopiperidin-3-yl)-6-fluoro-1,3-dioxoisoindolin-5-yl)azetidin-3-yl)piperazin-1-yl)phenyl)amino)-9H-purin-9-yl)cyclobutyl)-2-phenylacetamide O=C1NC(CC[C@@H]1N1C(C2=CC(=C(C=C2C1=O)N1CC(C1)N1CCN(CC1)C1=CC=C(C=C1)NC1=C2N=CN(C2=NC=N1)C1CC(C1)NC(CC1=CC=CC=C1)=O)F)=O)=O